4-bromopyrazolol BrC=1C(=NNC1)O